4-(tert-butyl)-aniline C(C)(C)(C)C1=CC=C(N)C=C1